C(C)(=O)N1[C@@H](CN(C[C@H]1C)C(=O)OC(C)(C)C)C1=CC(=NC(=C1)Cl)Br (3R,5R)-tertbutyl 4-acetyl-3-(2-bromo-6-chloropyridin-4-yl)-5-methylpiperazine-1-carboxylate